C1=C(C=CC2=CC=CC=C12)C=1C=C(C=CC1)B(O)O 3-(naphthalen-2-yl)phenylboronic acid